O.OF.[Fe] iron hydroxyfluoride hydrate